3-[tert-butyl-(dimethyl)silyl]oxy-3-methylcyclobutanone C(C)(C)(C)[Si](OC1(CC(C1)=O)C)(C)C